2'-[6-amino-5-(trifluoromethyl)pyridin-3-yl]-N-[1-(1,3,4-trimethyl-1H-pyrazol-5-yl)ethyl]-5',6'-dihydrospiro[pyrrolidine-3,4'-pyrrolo[1,2-b]pyrazole]-1-carboxamide NC1=C(C=C(C=N1)C=1C=C2N(N1)CCC21CN(CC1)C(=O)NC(C)C1=C(C(=NN1C)C)C)C(F)(F)F